C1(=CC(=CC=C1)N)N dl-m-phenylene-diamine